FC(CC[C@H]1N(S(C2=C(N(C1)C1CC(C1)(F)F)C=C(C(=C2)OCC=2C(=NC=CC2)C(=O)OC)C(F)(F)F)(=O)=O)C)(C)F methyl (R)-3-(((3-(3,3-difluorobutyl)-5-(3,3-difluorocyclobutyl)-2-methyl-1,1-dioxido-7-(trifluoromethyl)-2,3,4,5-tetrahydrobenzo[f][1,2,5]thiadiazepin-8-yl)oxy)methyl)picolinate